1-(aminomethyl)-N-methylcyclopentylamine NCC1(CCCC1)NC